ClC1=C(C=2N=C(NOC2C(=N1)O[C@@H](CCC)[C@@H]1[C@@H]2CC[C@H](CN1)N2C(=O)OC(C)(C)C)SC)F t-butyl (1S,2S,5R)-2-((S)-1-((7-chloro-8-fluoro-2-(methylthio)-4-oxa-3,4-dihydropyrido[4,3-d]pyrimidine-5-yl)oxy)butyl)-3,8-diazabicyclo[3.2.1]octane-8-carboxylate